C(C(C)(C)C)(=O)OC1=CC2=CC=CC=C2CC1 3,4-dihydronaphthalen-2-yl pivalate